[C@H](C)(CC)[C@@H]1N=C(C2=C(N(C1=O)CC(=O)NS(=O)(=O)C(F)(F)F)C=CC(=C2)Cl)C2=CC=CC=C2 2-((S)-3-((S)-sec-butyl)-7-chloro-2-oxo-5-phenyl-2,3-dihydro-1H-benzo[e][1,4]diazepin-1-yl)-N-((trifluoromethyl)sulfonyl)acetamide